C(C(=O)O)(=O)O.C(C)(C)NC(C)C N-isopropylpropan-2-amine oxalate